FC=1C=C(C=NC1)C(C)=O 1-(5-fluoropyridin-3-yl)ethan-1-one